COC(=O)C=1C=CC=2N(CC=C3C=CC=NC23)C1 6H-pyrido[1,2-H][1,7]Naphthyridine-9-carboxylic acid methyl ester